3-(1,1,1-trifluoro-2-methylpropan-2-yl)urea FC(C(C)(C)NC(N)=O)(F)F